iron-mercury [Hg].[Fe]